FC=1C=CC2=C([C@@H](CO2)CC(=O)NC2=CC=C(C=C2)[C@H]2C=3N(CCC2)C=NC3C)C1 2-((S)-5-fluoro-2,3-dihydrobenzofuran-3-yl)-N-(4-((S)-1-methyl-5,6,7,8-tetrahydroimidazo[1,5-a]pyridin-8-yl)phenyl)acetamide